(2S,4R)-4-fluoro-N-[(S)-[3-fluoro-4-(1-methylcyclopropyl)phenyl](phenyl)methyl]-1-[2-(3-methyl-2,4-dioxo-1,2,3,4-tetrahydropyrimidin-1-yl)acetyl]pyrrolidine-2-carboxamide F[C@@H]1C[C@H](N(C1)C(CN1C(N(C(C=C1)=O)C)=O)=O)C(=O)N[C@@H](C1=CC=CC=C1)C1=CC(=C(C=C1)C1(CC1)C)F